Bis(pentamethylcyclopentadienyl)tin CC1=C(C(=C(C1(C)[Sn]C1(C(=C(C(=C1C)C)C)C)C)C)C)C